C(CCC(=O)[O-])(=O)OCCOC(C=C)=O mono(acryloyloxyethyl) succinate